(1R,5S)-3-(7-bromo-6-chloro-2-(((3S,4S)-4-(difluoromethyl)-1,3-dimethylpiperidin-3-yl)methoxy)-8-fluoroquinazolin-4-yl)-3,8-diazabicyclo[3.2.1]octane-8-carboxylic acid tert-butyl ester C(C)(C)(C)OC(=O)N1[C@H]2CN(C[C@@H]1CC2)C2=NC(=NC1=C(C(=C(C=C21)Cl)Br)F)OC[C@@]2(CN(CC[C@@H]2C(F)F)C)C